[4-(dimethylamino)butanoyl]oxylhenicosanoate CN(CCCC(=O)OC(C(=O)[O-])CCCCCCCCCCCCCCCCCCC)C